4-(4-bromo-2,3-difluorophenyl)-3-methyl-1H-pyrazole BrC1=C(C(=C(C=C1)C=1C(=NNC1)C)F)F